FC(CN1C(=NC2=C1C=C(C=C2F)C2=CNC=1N=C(N=C(C12)OC)NC1CCC(CC1)OCCO)C)F 2-(((1r,4r)-4-((5-(1-(2,2-difluoroethyl)-4-fluoro-2-methyl-1H-benzo[d]imidazol-6-yl)-4-methoxy-7H-pyrrolo[2,3-d]pyrimidin-2-yl)amino)cyclohexyl)oxy)ethan-1-ol